N-(4-aminophenyl)cyclohexaneformamide NC1=CC=C(C=C1)NC(=O)C1CCCCC1